C(C)(C)(C)C1(C=CC(C=C1)(C)O)C 4-tert-butyl-4-xylenol